CC1=C(C2=C(S1)C=CC=C2)C=2C=C(SC2)C(CCC(=O)O)=O 4-(4-(2-methylbenzo[b]thiophen-3-yl)thiophen-2-yl)-4-oxobutyric acid